C(C)(C)(C)NS(=O)(=O)C=1SC(=C(C1C1=CC=C(C=C1)CN1C(=NC=C1)C(F)(F)F)C)CC(C)C (tert-butyl)-5-isobutyl-4-methyl-3-(4-((2-(trifluoromethyl)-1H-imidazol-1-yl)methyl)phenyl)thiophene-2-sulfonamide